Cl.Cl.NCC1=CC=C(C=C1)C=1N(N=C2C1N=CN(C2=O)CC2(CCN(CC2)CC2=C(C=C(C=C2)C2=CN=CS2)Cl)O)C 3-(4-(aminomethyl)phenyl)-6-((1-(2-chloro-4-(thiazol-5-yl)benzyl)-4-hydroxypiperidin-4-yl)methyl)-2-methyl-2,6-dihydro-7H-pyrazolo[4,3-d]pyrimidin-7-one dihydrochloride